silicon-magnesium-iron-zinc-aluminum-strontium [Sr].[Al].[Zn].[Fe].[Mg].[Si]